OC1=C(C(=O)C2=C(C=C(C=C2)O)O)C=C(C(=C1C1=CC=CC=C1)O)C1=CC=CC=C1 2,2',4,4'-tetrahydroxydiphenyl-benzophenone